CC(C(=O)OC=1C(=NN(C(C1C1=C(C(=CC=C1F)Cl)CCC1=CC=C(C=C1)OC(C)(C)C)=O)C)C)C [5-[2-[2-(4-tert-Butoxyphenyl) ethyl]-3-chloro-6-fluoro-phenyl]-1,3-dimethyl-6-oxo-pyridazin-4-yl] 2-methylpropionate